ClC1=CC(=C2C(=N1)C(=C(S2)C(C)O)C)N(C(OC(C)(C)C)=O)CC=2OC=CC2 t-Butyl (5-chloro-2-(1-hydroxyethyl)-3-methylthieno[3,2-b]pyridin-7-yl)(furan-2-ylmethyl)carbamate